C(C)OP(=O)(OCC)CCCCCCCCOC1=CC=C(C(=O)OC2=C(C=C(C=C2)\C=C\C(=O)OC)OC)C=C1 (E)-2-methoxy-4-(3-methoxy-3-oxoprop-1-en-1-yl)phenyl 4-((8-(diethoxyphosphoryl)-octyl)oxy)benzoate